tert-butyl 4-[5-oxo-7-(p-tolylsulfonyloxy)thiazolo[3,2-a]pyrimidin-2-yl]-3,6-dihydro-2H-pyridine-1-carboxylate O=C1C=C(N=C2N1C=C(S2)C=2CCN(CC2)C(=O)OC(C)(C)C)OS(=O)(=O)C2=CC=C(C=C2)C